1,3,5-tris(3-formyl-4-hydroxy-5-tert-butylphenyl)benzene C(=O)C=1C=C(C=C(C1O)C(C)(C)C)C1=CC(=CC(=C1)C1=CC(=C(C(=C1)C(C)(C)C)O)C=O)C1=CC(=C(C(=C1)C(C)(C)C)O)C=O